2-(4-chlorobenzyl)-6-(3,5-difluorobenzyl)-1-methyl-1,2,4,5,6,7-hexahydro-3H-pyrazolo[3,4-c]pyridin-3-one ClC1=CC=C(CN2N(C=3CN(CCC3C2=O)CC2=CC(=CC(=C2)F)F)C)C=C1